NNC(=S)NC1=C(C(=CC(=C1)C)CN1C[C@@H](N(CC1)C(=O)C1CCCC1)C)C 1-amino-3-[3-[[(3S)-4-(cyclopentanecarbonyl)-3-methyl-piperazin-1-yl]methyl]-2,5-dimethyl-phenyl]thiourea